4-(1-hexamethyleneimino)methylstyrene N1(CCCCCC1)CC1=CC=C(C=C)C=C1